(7-morpholino-5-(3-(m-tolyl)-1H-pyrazol-1-yl)furo[3,2-b]pyridin-2-yl)but-2-yn-1-ol O1CCN(CC1)C1=C2C(=NC(=C1)N1N=C(C=C1)C=1C=C(C=CC1)C)C=C(O2)C(C#CC)O